CC=1C=C(C=C(C1)C)NC1=NC=CC(=N1)C1=NN(C(=C1)C(=O)N[C@H](CN1CCCC1)C1=CC=CC=C1)C 3-{2-[(3,5-dimethylphenyl)amino]pyrimidin-4-yl}-1-methyl-N-[(1S)-1-phenyl-2-(pyrrolidin-1-yl)ethyl]-1H-pyrazole-5-carboxamide